4-(4-((1R,5S)-3,8-diazabicyclo[3.2.1]oct-3-yl)-8-fluoro-2-(((S)-1-Methylpyrrolidin-2-yl)methoxy)-5-(propynyl)pyrido[4,3-d]pyrimidin-7-yl)-5-ethynyl-6-fluoronaphthalene [C@H]12CN(C[C@H](CC1)N2)C=2C1=C(N=C(N2)OC[C@H]2N(CCC2)C)C(=C(N=C1C#CC)C1=CC=CC2=CC=C(C(=C12)C#C)F)F